FCCC1=NC2=CC=C(C=C2NC1=O)CN1CCN(CC1)C=1C=CC(=NC1)C(=O)NC 5-[4-[[2-(2-fluoroethyl)-3-oxo-4H-quinoxalin-6-yl]methyl]piperazin-1-yl]-N-methyl-pyridine-2-carboxamide